O1C(=CC=C1)C1=CNC=2N=CN=C(C21)[C@@H]2C[C@H](CCC2)NC(OC(C)(C)C)=O tert-Butyl ((1S,3S)-3-(5-(furan-2-yl)-7H-pyrrolo[2,3-d]pyrimidin-4-yl)cyclohexyl)carbamate